FC=1C=NC2=CC=CC=C2C1COC1=CC=CC(=N1)C1CCN(CC1)CC1=NC2=C(N1C[C@H]1OCC1)C=C(C=C2)C(=O)O (S)-2-((4-(6-((3-Fluoroquinolin-4-yl)methoxy)pyridin-2-yl)piperidin-1-yl)methyl)-1-(oxetan-2-ylmethyl)-1H-benzo[d]imidazole-6-carboxylic acid